(S)-1-(2-((2-(2-fluoro-6-methoxy-4-((methylamino)methyl)phenyl)pyrimidin-4-yl)amino)-5-(1-(tetrahydro-2H-pyran-4-yl)-1H-pyrazol-4-yl)pyridin-4-yl)piperidin-3-ol FC1=C(C(=CC(=C1)CNC)OC)C1=NC=CC(=N1)NC1=NC=C(C(=C1)N1C[C@H](CCC1)O)C=1C=NN(C1)C1CCOCC1